6-(cyclopropylmethyl)-1-(4-methoxybenzyl)-1,6-dihydropyrrolo[2,3-c]Pyrazole-5-carboxylic acid ethyl ester C(C)OC(=O)C1=CC2=C(N(N=C2)CC2=CC=C(C=C2)OC)N1CC1CC1